Z-11-hexadecenaldehyde C(CCCCCCCCC\C=C/CCCC)=O